ClC=1C=CC(=C(C1)C=1C=C(C=2OCCNC2N1)C1=CC=NC=C1)F 4-[6-(5-chloro-2-fluorophenyl)-2H,3H,4H-pyrido[3,2-b][1,4]Oxazin-8-yl]Pyridine